3,4-dichloro-N-(2-chloroethyl)benzamide C1=CC(=C(C=C1C(=O)NCCCl)Cl)Cl